2-[4-[8-[3-chloro-4-[4-(2-pyrrolidin-1-ylethyl)piperazine-1-carbonyl]anilino]imidazo[1,2-a]pyrazin-3-yl]-2,3-difluoro-phenoxy]acetonitrile ClC=1C=C(NC=2C=3N(C=CN2)C(=CN3)C3=C(C(=C(OCC#N)C=C3)F)F)C=CC1C(=O)N1CCN(CC1)CCN1CCCC1